ClC1=CC2=C(C(=N1)C1=CC(=C(C=C1)S(=O)(=O)C)C)C(=NN2)C2CC2 6-chloro-3-cyclopropyl-4-(3-methyl-4-methanesulfonylphenyl)-1H-pyrazolo[4,3-c]pyridine